CN1N=CC(=C1)N 1-methylpyrazol-4-amine